CC(C)C(CC)=NO 2-methyl-3-pentanone oxime